5-(8-((1S,2S)-2-(4-(3,3-difluoropyrrolidine-1-carbonyl)phenyl)cyclopropyl)imidazo[1,2-b]pyridazin-6-yl)pyrimidine-2,4(1H,3H)-dione FC1(CN(CC1)C(=O)C1=CC=C(C=C1)[C@@H]1[C@H](C1)C=1C=2N(N=C(C1)C=1C(NC(NC1)=O)=O)C=CN2)F